ClC1=CC(N(C=C1)C(C)N1N=NC(=C1)C=1N=NC=C(C1)N1CCCC1)=O 4-chloro-1-(1-(4-(5-(pyrrolidin-1-yl)pyridazin-3-yl)-1H-1,2,3-triazol-1-yl)ethyl)pyridin-2(1H)-one